4-(1H-1,2,3,4-tetrazol-5-yl)butanoic acid N1N=NN=C1CCCC(=O)O